C12(CC3CC(CC(C1)C3)C2)NCCOCCOCCNC2=C3C(N(C(=NC3=CC=C2)C(F)(F)F)C2C(NC(CC2)=O)=O)=O 3-(5-((2-(2-(2-(((3s,5s,7s)-adamantan-1-yl)amino)ethoxy)ethoxy)ethyl)amino)-4-Oxo-2-(trifluoromethyl)quinazolin-3(4H)-yl)piperidine-2,6-dione